2-(2,4,6-tris[1,1-dimethylethyl]phenoxy)-1,3,2-dioxaphosphinane CC(C)(C)C1=C(OP2OCCCO2)C(=CC(=C1)C(C)(C)C)C(C)(C)C